N-(3-methylphenyl)-2-[(7-trifluoromethylquinolin-4-yl)amino]Benzamide CC=1C=C(C=CC1)NC(C1=C(C=CC=C1)NC1=CC=NC2=CC(=CC=C12)C(F)(F)F)=O